2-(1-(4-(4-methylpiperazin-1-yl)phenyl)ethyl)-10H-phenothiazine hydrochloride Cl.CN1CCN(CC1)C1=CC=C(C=C1)C(C)C1=CC=2NC3=CC=CC=C3SC2C=C1